(2-Chloro-3-methoxyphenyl)-[rel-(3S,9aS)-3-[6-(trifluoromethyl)-2-pyridyl]-3,4,6,7,9,9a-hexahydro-1H-pyrazino[2,1-c][1,4]oxazin-8-yl]methanon ClC1=C(C=CC=C1OC)C(=O)N1C[C@H]2CO[C@@H](CN2CC1)C1=NC(=CC=C1)C(F)(F)F |o1:13,16|